NC(C1=CC(=C(C(=C1)C(=O)NC)NC(=O)C1=CC(=NN1C1=NC=CC=C1Cl)Br)C)=S N-[4-(aminothioxomethyl)-2-methyl-6-[(methylamino)carbonyl]phenyl]-3-bromo-1-(3-chloro-2-pyridinyl)1H-pyrazole-5-carboxamide